2-((2,2-dimethyl-2,3-dihydrobenzo[b]furan-7-yl)oxy)propionamide iron tin-zinc [Zn].[Sn].[Fe].CC1(CC2=C(O1)C(=CC=C2)OC(C(=O)N)C)C